1-methylcyclopentane-1,2-diol CC1(C(CCC1)O)O